N(=[N+]=[N-])C1=C(C(=C(C(=C1F)F)C1OCC2(CO1)COC(OC2)C2=C(C(=C(C(=C2F)F)N=[N+]=[N-])F)F)F)F 3,9-bis(4-azido-2,3,5,6-tetrafluorophenyl)-2,4,8,10-tetraoxaspiro[5.5]undecane